COC(=O)C=1SC=CC1CCCNC(=O)OC(C)(C)C 3-(3-((tert-butoxycarbonyl)amino)-propyl)-2-thiophenecarboxylic acid methyl ester